trans-4-((4-bromo-2-nitrophenyl)amino)cyclohexanol BrC1=CC(=C(C=C1)N[C@@H]1CC[C@H](CC1)O)[N+](=O)[O-]